(E)-phenethyl 3-(3,5-bis(trifluoro-methyl)phenyl)acrylate FC(C=1C=C(C=C(C1)C(F)(F)F)/C=C/C(=O)OCCC1=CC=CC=C1)(F)F